phenylglycine bornyl ester C12(C(CC(CC1)C2(C)C)OC(C(N)C2=CC=CC=C2)=O)C